BrC1=CC=C2C=C(C(=NC2=C1F)O)F 7-bromo-3,8-difluoroquinolin-2-ol